1,2-dihexanoyl-sn-glycero-3-phospho-(1'-sn-glycerol) CCCCCC(=O)OC[C@H](COP(=O)(O)OC[C@H](CO)O)OC(=O)CCCCC